4-(4-(3,8-diazabicyclo[3.2.1]octan-3-yl)-6-chloro-2-((1-((dimethylamino)methyl)cyclopropyl)methoxy)-8-fluoroquinazolin-7-yl)naphthalen-2-ol C12CN(CC(CC1)N2)C2=NC(=NC1=C(C(=C(C=C21)Cl)C2=CC(=CC1=CC=CC=C21)O)F)OCC2(CC2)CN(C)C